(2-(2-(4-(METHOXYMETHOXY)-2-METHYLPHENYL)THIAZOL-4-YL)ACETYL)GLYCINE COCOC1=CC(=C(C=C1)C=1SC=C(N1)CC(=O)NCC(=O)O)C